diazabicyclo[5.4.0]-7-undecene N12NCCCCC2=CCCC1